(R)-1-chloro-2-phenyl-2-propanol ClC[C@](C)(O)C1=CC=CC=C1